(R)-N-(8-methylisoquinolin-1-yl)-3-phenyl-N-(piperidin-3-yl)-1,4,6,7-tetrahydro-5H-pyrazolo[4,3-c]pyridine-5-carboxamide CC=1C=CC=C2C=CN=C(C12)N(C(=O)N1CC2=C(CC1)NN=C2C2=CC=CC=C2)[C@H]2CNCCC2